7-(2-chloroethyl)-3-(2-chloropyrimidin-4-yl)-1H-indole ClCCC=1C=CC=C2C(=CNC12)C1=NC(=NC=C1)Cl